C(C)OC(\C=C\COC1=C(C=C(C=C1)F)Br)=O (2E)-4-(2-bromo-4-fluorophenoxy)but-2-enoic acid ethyl ester